2-[3-(3-chloro-5-trifluoromethoxyphenyl)ureido]-4-fluorobenzamide ClC=1C=C(C=C(C1)OC(F)(F)F)NC(NC1=C(C(=O)N)C=CC(=C1)F)=O